6'-(2-Methylbenzo[d]thiazol-5-yl)-2'-oxo-1',4'-dihydro-2'H-spiro[pyrrolidine-3,3'-quinoline]-1-carbonitrile CC=1SC2=C(N1)C=C(C=C2)C=2C=C1CC3(C(NC1=CC2)=O)CN(CC3)C#N